C(C)OC([C@@H](N)CCOC(C)(C)C)=O O-(tert-butyl)homoserine ethyl ester